2-cyanotetrahydrofuran-3,4-diyl bis(2-methylpropionate) CC(C(=O)OC1C(OCC1OC(C(C)C)=O)C#N)C